COC1=C(C=CC=C1)NC(C=C)=O N-(2-methoxyphenyl)-acrylamide